5-amino-3-cyano-1-ethyl-4-(3-methoxy-2,4-dimethylphenyl)pyrrolo[2,3-b]pyridine-6-carboxamide NC=1C(=C2C(=NC1C(=O)N)N(C=C2C#N)CC)C2=C(C(=C(C=C2)C)OC)C